3,3-difluoro-1-(6-(2-methyl[1,3]oxazolo[4,5-b]pyridin-6-yl)thieno[2,3-b]pyridin-2-yl)cyclobutanol FC1(CC(C1)(O)C1=CC=2C(=NC(=CC2)C=2C=C3C(=NC2)N=C(O3)C)S1)F